CC1=C(C=CC(=C1)C=1C(=C(C(=O)[O-])C(=CC1OCC1CO1)C)C)C=1C(=C(C(=O)[O-])C(=CC1OCC1CO1)C)C 2-methyl-1,4-phenylene-bis{4-(2,3-epoxypropoxy)-2,6-dimethyl benzoate}